C(C)[N+](C)(CCC(C(=C)C)=O)CC N,N-diethyl-N-(2-methacryloylethyl)-N-methyl-ammonium